The molecule is a 3-hydroxy-5alpha-pregnan-20-one in which the hydroxy group at position 3 has alpha-configuration. It is a metabolite of the sex hormone progesterone and used for the treatment of postpartum depression in women. It has a role as a human metabolite, an antidepressant, a GABA modulator, an intravenous anaesthetic and a sedative. CC(=O)[C@H]1CC[C@@H]2[C@@]1(CC[C@H]3[C@H]2CC[C@@H]4[C@@]3(CC[C@H](C4)O)C)C